6-(5-(Difluoromethoxy)pyridin-2-yl)-4-hydroxy-1-(2-morpholinylethyl)-2-oxo-1,2-dihydro-1,8-naphthyridine-3-carboxylic acid ethyl ester C(C)OC(=O)C=1C(N(C2=NC=C(C=C2C1O)C1=NC=C(C=C1)OC(F)F)CCN1CCOCC1)=O